O1C(=CC=C1)C=C(C(=O)OC(C)C)CC(OCC)OCC isopropyl 2-(furan-2-ylmethylene)-4,4-diethoxybutyrate